OC1=CC=C(C=C1)N(C(=O)C1=C(N(C(=C1)C1=CC2=C(OCO2)C=C1C(=O)N1CC2=CC=CC=C2C[C@H]1C)C)C)C1=CC=CC=C1 N-(4-Hydroxyphenyl)-1,2-dimethyl-5-(6-{[(3R)-3-methyl-3,4-dihydroisoquinolin-2(1H)-yl]carbonyl}-1,3-benzodioxol-5-yl)-N-phenyl-1H-pyrrole-3-carboxamide